C1(=CC=C(C=C1)P(OC1=C(C=C(C=C1)C(C)(C)C)C(C)(C)C)OC1=C(C=C(C=C1)C(C)(C)C)C(C)(C)C)C1=CC=C(C=C1)P(OC1=C(C=C(C=C1)C(C)(C)C)C(C)(C)C)OC1=C(C=C(C=C1)C(C)(C)C)C(C)(C)C tetrakis(2,4-di-tertbutylphenyl) [1,1-biphenyl]-4,4'-diylbisphosphonite